4-((2,6-difluoro-4-(3-(methylsulfonamido)-1H-pyrazol-5-yl)benzyl)oxy)phenyl sulfurofluoridate S(OC1=CC=C(C=C1)OCC1=C(C=C(C=C1F)C1=CC(=NN1)NS(=O)(=O)C)F)(=O)(=O)F